N1=C(C=CC=C1)O[C@@H]1CC[C@H](CC1)C1=NN=C2N1C1=C(CC(C2)NC(OC(C)(C)C)=O)C=CC=C1 tert-butyl (1-[trans-4-(pyridin-2-yloxy)cyclohexyl]-5,6-dihydro-4H-[1,2,4]triazolo[4,3-a][1]benzazepin-5-yl)carbamate